NC1=NC=CC=C1C1=CC(=NO1)CC=1C(=NC=CC1)NC1=CC(=CC(=C1)F)F ((5-(2-aminopyridin-3-yl)isoxazol-3-yl)methyl)-N-(3,5-difluorophenyl)pyridin-2-amine